(-)-1-[(3S*,4R*)-4-(2-fluoro-4-methoxy-phenyl)-2-oxopyrrolidin-3-yl]-3-(4-fluoro-phenyl)urea FC1=C(C=CC(=C1)OC)[C@H]1[C@@H](C(NC1)=O)NC(=O)NC1=CC=C(C=C1)F |o1:9,10|